4-cyclopropyl-3-(N-(5-(5-methylisoxazol-4-yl)-2-(pyridin-3-yl)phenyl)sulfamoyl)benzoic acid C1(CC1)C1=C(C=C(C(=O)O)C=C1)S(NC1=C(C=CC(=C1)C=1C=NOC1C)C=1C=NC=CC1)(=O)=O